4-bromo-2-fluoro-3,5-dimethylphenol BrC1=C(C(=C(C=C1C)O)F)C